ClC1=CC(=CS1)C(=O)NCC1=C2C=NNC2=CC=C1 5-chloro-N-(1H-indazol-4-ylmethyl)thiophene-3-carboxamide